C(C)N1N=CC=C1C(=O)N[C@H](C(=O)NC1=NC=CC(=C1)[C@@H](COC)N1C(N[C@@H](C1)C(F)(F)F)=O)C1CCC(CC1)C(F)(F)F 1-ethyl-N-((1S)-2-((4-((S)-2-methoxy-1-((S)-2-oxo-4-(trifluoromethyl)imidazolidin-1-yl)ethyl)pyridin-2-yl)amino)-2-oxo-1-(4-(trifluoromethyl)cyclohexyl)ethyl)-1H-pyrazole-5-carboxamide